N-(pyridine-2-yl)formamide N1=C(C=CC=C1)NC=O